3-(dimethylamino)-4H-benzo[e][1,2]oxazine-4-one CN(C1=NOC2=C(C1=O)C=CC=C2)C